S1C(=CC=C1)[SiH](C1=CC=CC=C1)C1=CC=CC=C1 Thiophen-2-yldiphenylsilane